S(=O)(=O)(OC[C@@H]1[C@H]([C@H]([C@@H](O1)N1C=NC=2C(N)=NC=NC12)O)O)[O-] adenosyl sulfate